COC1=CC=C(CN(C=2C=C(C=CC2Cl)\C(=C/C(=O)[O-])\C2(CC2)C)CC2=CC=C(C=C2)OC)C=C1 (Z)-3-{3-[bis(4-methoxybenzyl)amino]-4-chlorophenyl}-3-(1-methylcyclopropyl)acrylate